O1C(=NN=C1)C=1C=C(C=NC1)C=1C=C(C=CC1F)O 3-(5-(1,3,4-oxadiazol-2-yl)pyridin-3-yl)-4-fluorophenol